C(C)(C)(C)OC[C@@H](C(=O)NCC(=O)O)NC(CCCCCN1C(C=CC1=O)=O)=O (S)-2-(3-(tert-butoxy)-2-(6-(2,5-dioxo-2,5-dihydro-1H-pyrrol-1-yl)hexanamido)propanamido)acetic acid